FC1(OC(=C(O1)F)OC(F)(F)F)F 2,2,4-trifluoro-5-trifluoromethoxy-1,3-dioxole